11-((3-(diethylamino) propyl) amino)-11-oxoundecanoate C(C)N(CCCNC(CCCCCCCCCC(=O)[O-])=O)CC